OCCC1=C(C=CC(=C1S(=O)(=O)N)CCCCC)C1C(CCC(=C1)C)C(=C)C 2-hydroxyethyl-5'-methyl-4-pentyl-2'-(prop-1-en-2-yl)-1',2',3',4'-tetrahydro-[1,1'-biphenyl]-3-sulfonamide